5-(2-methylselenoethyl)hydantoin C[Se]CCC1C(NC(N1)=O)=O